2-(2-Fluoro-4-((5-oxo-4-(4-(trifluoro-methoxy)phenyl)-4,5-dihydro-1H-1,2,4-triazol-1-yl)methyl)phenoxy)-2-methylpropionic acid FC1=C(OC(C(=O)O)(C)C)C=CC(=C1)CN1N=CN(C1=O)C1=CC=C(C=C1)OC(F)(F)F